CC1=CC=C2C(=N1)C(=CN2)NC(OC(C)(C)C)=O Tert-butyl (5-methyl-1H-pyrrolo[3,2-b]pyridin-3-yl)carbamate